FC1=C(C=CC=C1)N1N=CC=C1 1-(2-fluorophenyl)-1H-pyrazole